6-(4-(4-Fluoro-3-methylphenyl)-1-methyl-1H-imidazol-5-yl)quinoline FC1=C(C=C(C=C1)C=1N=CN(C1C=1C=C2C=CC=NC2=CC1)C)C